undecan-3-yl 6-(oxiran-2-yl)hexanoate O1C(C1)CCCCCC(=O)OC(CC)CCCCCCCC